N-[5-(4-cyano-3-fluorophenyl)-[1,2,4]triazolo[1,5-a]pyridin-7-yl]-4-methyl-oxocyclohexane-4-carboxamide C(#N)C1=C(C=C(C=C1)C1=CC(=CC=2N1N=CN2)NC(=O)C2(CCC(CC2)=O)C)F